NC=1N=NC(=CC1N(CCC1=CC=C(C(=O)N(C)C)C=C1)C)C1=C(C=CC=C1)O 4-(2-[[3-amino-6-(2-hydroxyphenyl)pyridazin-4-yl](methyl)amino]ethyl)-N,N-dimethylbenzamide